FC1(OC=2C(=CC3=C(N(C(=N3)C3=C(C=C(C=N3)OC(C#N)(C)C)S(=O)(=O)CC)C)C2)O1)F 2-[[6-(2,2-difluoro-7-methyl-[1,3]dioxolo[4,5-f]benzimidazol-6-yl)-5-ethylsulfonyl-3-pyridinyl]oxy]-2-methyl-propionitrile